CC1=NC(=CC=N1)C 2,6-dimethyl-pyrimidin